2-Phenyl-2H-pyrazolo[4,3-c]quinoline C1(=CC=CC=C1)N1N=C2C(C=NC=3C=CC=CC23)=C1